2-ethyl-1,3-dimethylbenzimidazole C(C)C1N(C2=C(N1C)C=CC=C2)C